C(#N)C=1C=C(C=C(C1)C(F)(F)F)[C@H](C)NC(=O)C=1C(N(C2=C(N=C(C=C2C1N1CCN[C@H](CC1)C)C)C1CC1)C)=O N-{(S)-1-[3-cyano-5-(trifluoromethyl)phenyl]ethyl}-4-[(S)-5-methyl-1,4-diazepan-1-yl]-8-cyclopropyl-1-methyl-6-methyl-2-oxo-1,2-dihydro-1,7-diaza-3-naphthamide